2-methyl-N-(2-oxopyrrolidin-3-yl)-5-((2-(trifluoromethyl)benzyl)oxy)benzofuran-3-carboxamide CC=1OC2=C(C1C(=O)NC1C(NCC1)=O)C=C(C=C2)OCC2=C(C=CC=C2)C(F)(F)F